6-(Azetidin-1-yl)-N-[2-chloro-5-(dimethylamino)benzene-1-sulfonyl]-4-fluoro-1-benzofuran-2-carboxamide N1(CCC1)C1=CC2=C(C=C(O2)C(=O)NS(=O)(=O)C2=C(C=CC(=C2)N(C)C)Cl)C(=C1)F